COC12CC3N(C(CC(C1)C3)C2)N=NN2C3CC1CC(CC2C1)(C3)OC 1,2-bis(5-methoxy-2-azaadamantan-2-yl)diazene